C(C)(C)(C)C1=C(C=CC(=C1)C(C)(C)C)O 2,4-ditertbutylphenol